6-[(5-tert-butyl-2,3-dimethylphenyl)(propyl)amino]pyridine-3-carboxylic Acid C(C)(C)(C)C=1C=C(C(=C(C1)N(C1=CC=C(C=N1)C(=O)O)CCC)C)C